C(C)(C)(C)OC(=O)N1[C@H](CCC1)C(=O)O (t-butoxycarbonyl)-D-proline